N-(4-(5-(3-(2-(2-(2,6-dioxopiperidin-3-yl)-1-oxoisoindolin-4-ylamino)-2-oxoethoxy)propoxy)pentyloxy)benzyl)-3-((4-methyl-5-(pyrimidin-4-yl)-4H-1,2,4-triazol-3-yl)methylamino)benzamide O=C1NC(CCC1N1C(C2=CC=CC(=C2C1)NC(COCCCOCCCCCOC1=CC=C(CNC(C2=CC(=CC=C2)NCC2=NN=C(N2C)C2=NC=NC=C2)=O)C=C1)=O)=O)=O